N1(C=NC=C1)CCCNC(=O)C1=NN2C(N=C(C=C2C2=CC(=CC=C2)O)C2=CC=CC=C2)=C1 N-(3-(1H-imidazol-1-yl)propyl)-7-(3-hydroxyphenyl)-5-phenylpyrazolo[1,5-a]pyrimidine-2-carboxamide